C1=CC2=C(C(=C1)NS(=O)(=O)C3=CC=C(C=C3)S(=O)(=O)N)NC=C2Cl N-(3-chloro-1H-indol-7-yl)benzene-1,4-disulfonamide